[N+](=O)([O-])C1=C(C(=O)O)C=C(C=C1)OC(F)(F)F 2-nitro-5-(trifluoromethoxy)benzoic acid